C(C1=CC=CC=C1)OC=1C=C(C=CC1C(NOC)=O)N(C(=O)[C@@H]1N(CC1)S(=O)(=O)C1=C(C(=C(C(=C1F)F)F)F)F)CC1=NC=C(C=C1)C1CCCCC1 (R)-N-(3-(benzyloxy)-4-(methoxycarbamoyl)phenyl)-N-((5-cyclohexylpyridin-2-yl)methyl)-1-((perfluorophenyl)sulfonyl)azetidine-2-carboxamide